FC=1C(=C(C#N)C(=CC1N=C=S)C(F)(F)F)SC 3-fluoro-4-isothiocyanato-2-methylthio-6-(trifluoromethyl)benzonitrile